COCC1=NN2C(N=CC=C2C(=O)N)=C1C(=O)N (methoxymethyl)pyrazolo[1,5-a]pyrimidine-3,7-dicarboxamide